ClC=1C=C2[C@](NC(NC2=CC1CN1N=C(C=C1)C=O)=O)(C(C)(F)F)C#CC1CC1 (S)-1-((6-chloro-4-(cyclopropylethynyl)-4-(1,1-difluoroethyl)-2-oxo-1,2,3,4-tetrahydroquinazolin-7-yl)methyl)-1H-pyrazole-3-carbaldehyde